(E)-N'-(1-(1H-pyrrol-2-yl)ethylidene)azetidine-1-carbothiohydrazide N1C(=CC=C1)\C(\C)=N\NC(=S)N1CCC1